BrC=1C=C2C=C(C(=C(C2=CC1)Cl)NC(=O)C=1N(N=C(C1)Cl)C1=NC=CC=C1Cl)C(N)=O N-(6-bromo-3-carbamoyl-1-chloro-2-naphthyl)-5-chloro-2-(3-chloro-2-pyridyl)pyrazole-3-carboxamide